(4-(tert-butyl)phenyl)(1H-imidazol-2-yl)methanone C(C)(C)(C)C1=CC=C(C=C1)C(=O)C=1NC=CN1